(3,5-dimethoxy-4-methylphenyl)methanol COC=1C=C(C=C(C1C)OC)CO